3-dodecylthio propionate C(CC)(=O)OSC(CC)CCCCCCCCC